ClC=1C=C(C=C(C1)C1=CC=CC=C1)C1=CC(=CC=C1)C1=CC=C(C=C1)C1=CC=CC=C1 5'-chloro-1,1':3',1'':3'',1''':4''',1''''-quinquephenyl